COC(=O)C=1C=2N=CC=NC2C(=CC1)OC1CCN(CC1)C(=O)OC(C)(C)C.ClC1=C(CC(C=C)(C=C1)C)C p-chloro-m-dimethyl-styrene methyl-8-[(1-tert-butoxycarbonyl-4-piperidyl)oxy]quinoxaline-5-carboxylate